4-[1-[[(4,5-dichloro-1-methyl-1H-indol-2-yl)carbonyl]amino]methyl]-benzoic acid ClC1=C2C=C(N(C2=CC=C1Cl)C)C(=O)NCC1=CC=C(C(=O)O)C=C1